NC1=NN2C(C=C(C=C2)C=2C(=NC(=C(C(=O)NCC=3C(=NC=CC3)OCC3CCCC3)C2)OC)C)=N1 5-(2-amino-[1,2,4]triazolo[1,5-a]pyridin-7-yl)-N-((2-(cyclopentylmethoxy)pyridin-3-yl)methyl)-2-methoxy-6-methylnicotinamide